C1(CCC2=CC=CC=C12)NC(\C=C\C=1C=C(C2=C(NN=N2)C1)F)=O (E)-N-(2,3-dihydro-1H-inden-1-yl)-3-(4-fluoro-1H-benzo[d][1,2,3]triazol-6-yl)acrylamide